di(aziridin-1-yl)phosphinic acid (S)-8-((2-cyclopropyl-3-oxoisoindolin-5-yl) oxy)-7-nitrochroman-4-yl ester C1(CC1)N1CC2=CC=C(C=C2C1=O)OC=1C(=CC=C2[C@H](CCOC12)OP(=O)(N1CC1)N1CC1)[N+](=O)[O-]